2-[(2R,5R)-2-[(Azetidin-1-yl)carbonyl]-5-methyl-piperazin-1-yl]-1-{6-benzyl-3,3-dimethyl-1H,2H,3H-pyrrolo[3,2-c]pyridin-1-yl}ethan-1-one, hydrochloride salt Cl.N1(CCC1)C(=O)[C@@H]1N(C[C@H](NC1)C)CC(=O)N1CC(C=2C=NC(=CC21)CC2=CC=CC=C2)(C)C